ClC=1C=C(C=CC1C)NC(CNC=1C=C2C(N(CC2=CC1)C1C(NC(CC1)=O)=O)=O)=O N-(3-chloro-4-methylphenyl)-2-{[2-(2,6-dioxo-hexahydropyridin-3-yl)-3-oxo-2,3-dihydro-1H-isoindol-5-yl]amino}acetamide